2-(3-(2,6-Dioxopiperidin-3-yl)-1H-indazol-1-yl)-N-(3-hydroxycyclopentyl)-acetamide O=C1NC(CCC1C1=NN(C2=CC=CC=C12)CC(=O)NC1CC(CC1)O)=O